2-Bromo-5-(trifluoromethyl)pyridin-3-amine BrC1=NC=C(C=C1N)C(F)(F)F